C(C)(C)(C)C1=CC=C(C=C1)C(CNS(=O)(=O)C1=CC=C(C=C1)C)C1=CC=CC=C1 N-(2-(4-(tert-butyl)phenyl)-2-phenylethyl)-4-methylbenzenesulfonamide